O[C@@H]1[C@H](O)[C@@H](O)[C@H](O)[C@H](O1)C(=O)O α-D-glucopyranuronic acid